COC=1C=CC=C2C=NC(=NC12)N 8-methoxy-2-quinazolinamine